C1(CC1)C1=CC(=NC=2N1N=C(C2)C2=C(C=C(C=C2)N2C[C@H](CC2)C(=O)N)F)C(=O)N2[C@@H](C1=CC=CC=C1CC2)C (3S)-1-(4-{7-Cyclopropyl-5-[(1R)-1-methyl-1,2,3,4-tetrahydroisoquinoline-2-carbonyl]pyrazolo[1,5-a]pyrimidin-2-yl}-3-fluorophenyl)pyrrolidine-3-carboxamide